COC(=O)C1=CC=C(C=C1)[C@H]1N(CC[C@@H](C1)N1N=CC=C1)C(=O)OCC1=CC=CC=C1 Benzyl (2S,4S)-2-(4-(methoxycarbonyl)phenyl)-4-(1H-pyrazol-1-yl)piperidine-1-carboxylate